methyl 2-(5-cyclopropyl-4-(4-(thiazol-2-yl)phenyl)thiazol-2-ylamino)-5-(trifluoromethyl)nicotinate C1(CC1)C1=C(N=C(S1)NC1=C(C(=O)OC)C=C(C=N1)C(F)(F)F)C1=CC=C(C=C1)C=1SC=CN1